NC=1C=C(C=C(C1)C(F)(F)F)[C@@H](C)NC1=NC(=NC2=CC(=C(C=C12)Br)F)C (R)-N-(1-(3-amino-5-(trifluoromethyl)phenyl)ethyl)-6-bromo-7-fluoro-2-methyl-quinazolin-4-amine